ONC(\C=C\C1=CC(=CC=C1)S(=O)(=O)NC1=CC=CC=C1)=O N-hydroxy-3-[(phenylamino)sulfonyl]-trans-cinnamamide